NC1=CC(=NC=C1)C(C)NC(=O)C1=CC2=CC=CC(=C2C=C1)OC1=CC=C(C=C1)C(F)(F)F N-[1-(4-amino-2-pyridyl)ethyl]-5-[4-(trifluoromethyl)phenoxy]naphthalene-2-carboxamide